FC([C@H](O[Si](C)(C)C)[C@@H]1[C@H]2CC[C@@H](CN1C(=O)OCC1=CC=CC=C1)N2C(=O)OC(C)(C)C)(F)F 3-benzyl 8-(tert-butyl) (1R,2S,5S)-2-((R)-2,2,2-trifluoro-1-((trimethylsilyl) oxy) ethyl)-3,8-diazabicyclo[3.2.1]octane-3,8-dicarboxylate